C12COCC2C1C#CC1=CC2=C([C@@H](CO2)N(C(=O)C2=C(C=C3N=C(C=4N(C3=C2)C=NC4)N)F)C)C=C1 N-((3S)-6-((3-oxabicyclo[3.1.0]hexan-6-yl)ethynyl)-2,3-dihydrobenzofuran-3-yl)-4-amino-7-fluoro-N-methylimidazo[1,5-a]quinoxaline-8-carboxamide